FC=1C=C(C=C(C1)F)C1=CC=CC(=N1)C[C@@H]1N(CC([C@@H]1NS(=O)(=O)CC)(F)F)C(=O)C1OCC1 |r| N-[(2SR,3RS)-2-{[6-(3,5-difluorophenyl)pyridin-2-yl]methyl}-4,4-difluoro-1-(oxetane-2-carbonyl)pyrrolidin-3-yl]ethanesulfonamide